C1(CCCC1)N(C(=O)OCC=1C(=NOC1C1=CC=C(O[C@@H]2C[C@H](CCC2)C(=O)O)C=C1)C)C |r| (+/-)-(1S,3S)-3-(4-(4-(((cyclopentyl(methyl)carbamoyl)oxy)methyl)-3-methylisoxazol-5-yl)phenoxy)cyclohexane-1-carboxylic acid